FC1(CCN(CC1)C1=NC(=CC(=N1)NC(C1=C(C=C(C=C1)I)N1C[C@@H]2CC[C@H](C1)C21CC1)=O)C)F N-(2-(4,4-difluoropiperidin-1-yl)-6-methylpyrimidin-4-yl)-4-iodo-2-((1R,5S)-3-azaspiro[bicyclo[3.2.1]octane-8,1'-cyclopropane]-3-yl)benzamide